N-(3-(1-acetylpiperazin-4-yl)phenyl)quinazolin-2-amine C(C)(=O)N1CCN(CC1)C=1C=C(C=CC1)NC1=NC2=CC=CC=C2C=N1